4-(2-Bromopyrazolo[1,5-a]pyrimidin-7-yl)-2-methoxybenzoic acid methyl ester COC(C1=C(C=C(C=C1)C1=CC=NC=2N1N=C(C2)Br)OC)=O